tert-butyl (S)-2-((7-((4-chloro-2-fluorophenoxy) methyl)-3,4-dihydroisoquinolin-2(1H)-yl) methyl)-1-((oxetan-2-yl) methyl)-1H-benzo[d]imidazole-6-carboxylate ClC1=CC(=C(OCC2=CC=C3CCN(CC3=C2)CC2=NC3=C(N2C[C@H]2OCC2)C=C(C=C3)C(=O)OC(C)(C)C)C=C1)F